(2S)-1-propenoyl-5-allyl-pyrrolidine-2-carboxylic acid methyl ester COC(=O)[C@H]1N(C(CC1)CC=C)C(C=C)=O